COC1(CC(CC1)C(CC#N)=O)OC 3-(3,3-dimethoxycyclopentyl)-3-oxo-propanenitrile